FC=1C(=NC=CC1)CNCCCCNC(OC(C)(C)C)=O tert-butyl (4-(((3-fluoropyridin-2-yl)methyl)amino)butyl)carbamate